ClC1=C(C=C(OCC(=O)NC23C[C@H](C(CC2)(CC3)NC=3C=2N(C=CN3)C=NN2)O)C=C1)F 2-(4-chloro-3-fluorophenoxy)-N-{(3R)-3-hydroxy-4-[([1,2,4]triazolo[4,3-a]pyrazin-8-yl)amino]bicyclo[2.2.2]oct-1-yl}acetamide